FC1=CC=2C(C=C(OC2C2=C1NC(=N2)C(F)(F)F)C2=CC=NC=C2)=O 4-fluoro-8-(pyridin-4-yl)-2-(trifluoromethyl)chromeno[7,8-d]imidazol-6(3H)-one